(R)-1-(4-(ethylsulfonyl)phenyl)-N2,N2-dimethylethane-1,2-diamine dihydrochloride Cl.Cl.C(C)S(=O)(=O)C1=CC=C(C=C1)[C@H](CN(C)C)N